[Ag].[Pt].[Pd].[Au] gold-palladium-platinum silver